C(C)(C)(C)OC(=O)N1C(C(C2=NNC(C=3C=C(C=C1C23)F)=O)N2C(N(C(C2=O)(C)C)C(C)C)=O)C2=CC=C(C=C2)F 5-fluoro-8-(4-fluorophenyl)-9-(1-isopropyl-5,5-dimethyl-2,4-imidazolinedione-3-yl)-8,9-dihydro-2H-pyrido[4,3,2-de]phthalazine-3(7H)-one-7-carboxylic acid tert-butyl ester